1-bromo-7-chlorodibenzo[b,d]thiophene BrC1=CC=CC=2SC3=C(C21)C=CC(=C3)Cl